benzyl (3S)-4-(4-{bis[(4-methoxyphenyl)methyl]amino}-8-iodopyrazolo[1,5-a][1,3,5]triazin-2-yl)-3-methylpiperazine-1-carboxylate COC1=CC=C(C=C1)CN(C1=NC(=NC=2N1N=CC2I)N2[C@H](CN(CC2)C(=O)OCC2=CC=CC=C2)C)CC2=CC=C(C=C2)OC